4,7-methano-1h-inden C1C=CC=2C3=CC=C(C12)C3